2-(4-(2-ethoxy-2-oxoethyl)phenyl)-7-hydroxy-2,6,6-trimethylheptanoic acid C(C)OC(CC1=CC=C(C=C1)C(C(=O)O)(CCCC(CO)(C)C)C)=O